C(C)(C)C1C=2C3=C(N(N=C3CCN1S(=O)(=O)C)C1=NNC=C1)N=C(C2)N2[C@@H](COCC2)C (3R)-4-(6-isopropyl-7-(methylsulfonyl)-2-(1H-pyrazol-3-yl)-6,7,8,9-tetrahydro-2H-1,2,3,7-tetraazabenzo[cd]azulen-4-yl)-3-methylmorpholine